CC([C@@H](C(=O)N1[C@@H]([C@H]2C([C@H]2C1)(C)C)C(=O)OC)NC=1C(NC=CC1)=O)(C)C methyl (1R,2S,5S)-3-[(2S)-3,3-dimethyl-2-[(2-oxo-1H-pyridin-3-yl)amino]butanoyl]-6,6-dimethyl-3-azabicyclo[3.1.0]hexane-2-carboxylate